ClC1=CNC=2N=C(N=C(C21)NC(C)C)NC2=C(C=C(C=C2)S(=O)(=O)C)OC 5-chloro-N4-isopropyl-N2-(2-methoxy-4-(methylsulfonyl)phenyl)-7H-pyrrolo[2,3-d]pyrimidine-2,4-diamine